1-(4-fluorophenyl) vinyldiphenylphosphindithioate C(=C)C1=C(C=CC=C1)P(=S)(SC1=CC=C(C=C1)F)C1=CC=CC=C1